(S)-4-(4-methylpiperazin-1-yl)-N-(3-phenylbutyl)-1H-benzo[d]imidazole-1-carboxamide CN1CCN(CC1)C1=CC=CC=2N(C=NC21)C(=O)NCC[C@H](C)C2=CC=CC=C2